N-(6-amino-5-methyl-3-pyridyl)-2-[(2S,5R)-5-methyl-2-(1H-pyrazol-3-yl)-1-piperidyl]-2-oxo-acetamide NC1=C(C=C(C=N1)NC(C(=O)N1[C@@H](CC[C@H](C1)C)C1=NNC=C1)=O)C